4-Bromo-1-ethyl-5-(((4-methoxybenzyl)oxy)methyl)-3-methyl-1H-pyrazole BrC=1C(=NN(C1COCC1=CC=C(C=C1)OC)CC)C